C(C1=CC=CC=C1)\[N+](=C/CCCCCCCC=C)\[O-] (E)-N-benzyldec-9-en-1-imine oxide